methyl 4-(3,4-dichlorophenyl)-1-(6-(2-hydroxyphenyl)pyridazin-4-yl)piperidine-4-carboxylate ClC=1C=C(C=CC1Cl)C1(CCN(CC1)C1=CN=NC(=C1)C1=C(C=CC=C1)O)C(=O)OC